BrC1=C(N(C(C(=C1)C(=O)OCC)=O)C1=CC=C(C=C1)F)C(=O)OCC diethyl 3-bromo-1-(4-fluorophenyl)-6-oxo-1,6-dihydropyridine-2,5-dicarboxylate